2-fluoro-4-((3-(8-(((3S,4R)-3-fluoro-1-methylpiperidin-4-yl)amino)-3-((trifluoromethyl)thio)imidazo[1,2-a]pyridin-2-yl)prop-2-yn-1-yl)amino)-5-methoxy-N-methylbenzamide FC1=C(C(=O)NC)C=C(C(=C1)NCC#CC=1N=C2N(C=CC=C2N[C@H]2[C@H](CN(CC2)C)F)C1SC(F)(F)F)OC